N-[3-Fluoro-4-[4-(2-pyridyl)piperazin-1-yl]phenyl]-4-methoxybenzamid FC=1C=C(C=CC1N1CCN(CC1)C1=NC=CC=C1)NC(C1=CC=C(C=C1)OC)=O